C(C)OC1=C(C=C(C=C1)OCC)N1CC=C2N1C(=CC=N2)C2=CC(=C(C=C2)OC)OC N-(2,5-diethoxyphenyl)-7-(3,4-dimethoxyphenyl)pyrazolo[1,5-a]pyrimidine